COC(=O)C=1N=C(N(C1)CC1=C(C=C(C=C1)Br)F)C (4-bromo-2-fluorobenzyl)-2-methyl-1H-imidazole-4-carboxylic acid methyl ester